CC1=CC(=NO1)NS(O)(=O)=O (5-methylisoxazol-3-yl)sulfamic acid